Cl.N1(CCCC1)C1=NC(=NC(=N1)N)N 6-pyrrolidin-1-yl-[1,3,5]triazine-2,4-diamine hydrochloride